[1,1':2',1''-terphenyl]-2,5-dicarbonitrile C=1(C(=CC=C(C1)C#N)C#N)C=1C(=CC=CC1)C1=CC=CC=C1